ethanesulfonamide tert-butyl-(3-((2-(dimethylamino)ethyl)disulfanyl)propyl)carbamate C(C)(C)(C)N(C(O)=O)CCCSSCCN(C)C.C(C)S(=O)(=O)N